C(C1=CC=CC=C1)N1CC(C(C(C1)C)(F)F)C(CO)(C)C 2-(1-benzyl-4,4-difluoro-5-methylpiperidin-3-yl)-2-methylpropan-1-ol